Hexafluoro-1,3-dimethylcyclohexane FC1(C(C(C(CC1)(C)F)(F)F)(C)F)F